N(=C=O)CCOCCS(=O)(=O)C 1-isocyanato-2-(2-methanesulfonylethoxy)ethane